OC(CC(=O)O)CCCCCCCCCCC 3-hydroxy-5-cis-tetradecanoic acid